Cl.Cl.Cl.C(CC)(=O)N propionamide tri-hydrochloride